C(C1=CC=CC=C1)NC(C(=O)N[C@@H]1C(N(C2=C(OC1)C=CC(=C2)C#CCN2CC(NCC2)=O)C)=O)=O (S)-N1-benzyl-N2-(5-methyl-4-oxo-7-(3-(3-oxopiperazin-1-yl)prop-1-yn-1-yl)-2,3,4,5-tetrahydrobenzo[b][1,4]oxazepin-3-yl)oxalamide